ClS(=O)(=O)C1=C(C=C(C=C1OC)CC(=O)OC)OC methyl 2-(4-(chlorosulfonyl)-3,5-dimethoxyphenyl)acetate